FC1=C(C=CC(=C1)F)[C@H](C)NC(CC=1C(NC2=CC=NC(=C2C1)C)=O)=O (S)-N-(1-(2,4-difluorophenyl)ethyl)-2-(5-methyl-2-oxo-1,2-dihydro-1,6-naphthyridin-3-yl)acetamide